NC1=C(C=C(C=N1)C=1C=NN(C1)C1CCN(CC1)CC=1C=C2C(N(C(C2=CC1F)=O)C1C(NC(CC1)=O)=O)=O)O[C@H](C)C1=C(C(=CC=C1Cl)F)Cl 5-((4-(4-(6-amino-5-((R)-1-(2,6-dichloro-3-fluorophenyl)ethoxy)pyridin-3-yl)-1H-pyrazol-1-yl)piperidin-1-yl)methyl)-2-(2,6-dioxopiperidin-3-yl)-6-fluoroisoindoline-1,3-dione